chlorobis(3-(tripropylsilyl)phenyl)phosphine tert-Butyl-N-[(1R)-1-[[4-[1-(benzenesulfonyl)pyrrolo[2,3-b]pyridin-4-yl]-2-methyl-phenyl]carbamoyl]-3-methyl-butyl]carbamate C(C)(C)(C)OC(N[C@H](CC(C)C)C(NC1=C(C=C(C=C1)C1=C2C(=NC=C1)N(C=C2)S(=O)(=O)C2=CC=CC=C2)C)=O)=O.ClP(C2=CC(=CC=C2)[Si](CCC)(CCC)CCC)C2=CC(=CC=C2)[Si](CCC)(CCC)CCC